methyl 4-(3-fluoro-2-(1-fluoroethyl) phenyl)-2-methyl-5-oxo-1,4,5,7-tetrahydrofurano[3,4-b]pyridine-3-carboxylate FC=1C(=C(C=CC1)C1C2=C(NC(=C1C(=O)OC)C)COC2=O)C(C)F